FC(C(=O)O)(F)F.N1CCC(CC1)N1C(COCC1)=O 4-(piperidin-4-yl)morpholin-3-one 2,2,2-trifluoroacetate